C/C(=C/CNC1=C2C(=NC(=N1)SC)N(C=N2)[C@H]3[C@@H]([C@@H]([C@H](O3)CO)O)O)/CO The molecule is a nucleoside analogue in which adenosine has been modified by substitution at C-2 by a methylthio (methylsulfanyl) group and at the 6-amino nitrogen by a cis-4-hydroxy-Delta(2)-isopentenyl group. It derives from an adenosine.